ClC=1C=C2C(=CC1)NC(C21CCN(CC1)CCOC=1C=NC(=C(C1)C(F)(F)F)C(CO)(C)S(=O)(=O)C)=O 5-chloro-1'-(2-{[6-(1-hydroxy-2-methanesulfonylpropan-2-yl)-5-(trifluoromethyl)pyridin-3-yl]oxy}ethyl)-1,2-dihydrospiro[indole-3,4'-piperidin]-2-one